NC1=NC=CC2=CC=C(C=C12)C=1C=C2C(=NNC2=CC1)C(=O)N1CCC(CC1)N(C)C (5-(1-aminoisoquinolin-7-yl)-1H-indazol-3-yl)(4-(dimethylamino)piperidin-1-yl)methanone